[Na+].N(=[N+]=[N-])C=1C=CC(=C(C1)S(=O)(=O)[O-])C=O 5-azido-2-formylbenzenesulfonic acid sodium salt